(S)-1-Isopropyl-N'-((1',5',6',7'-tetrahydro-2'H-spiro[cyclopropane-1,3'-dicyclopenta[b,e]pyridin]-8'-yl)carbamoyl)-1H-pyrazole-3-sulfonimidamide C(C)(C)N1N=C(C=C1)[S@](=O)(N)=NC(NC1=C2C(=NC3=C1CCC3)C3(CC2)CC3)=O